C(C)(C)OC=1C(=NC=CC1)N1CCNCC1 1-(3-Isopropoxypyridin-2-yl)piperazine